3-(2-chloro-3-(1-((1-methyl-1H-imidazol-4-yl)methyl)-1H-indazol-5-yl)phenyl)piperidine-2,6-dione ClC1=C(C=CC=C1C=1C=C2C=NN(C2=CC1)CC=1N=CN(C1)C)C1C(NC(CC1)=O)=O